N(S(=O)(=O)C(F)(F)F)S(=O)(=O)C(F)(F)F.[K] potassium triflimide